6,7-difluoro-1H-indazole-4-carboxylic acid FC=1C=C(C=2C=NNC2C1F)C(=O)O